methyl-nicotinic acid hydrochloride Cl.CC1=C(C(=O)O)C=CC=N1